3-(3,4-dibenzyloxyphenyl)-N-carbobenzoxyserine dicyclohexylamine salt C1(CCCCC1)NC1CCCCC1.C(C1=CC=CC=C1)OC=1C=C(C=CC1OCC1=CC=CC=C1)C([C@H](NC(=O)OCC1=CC=CC=C1)C(=O)O)O